4-(7-(1-(4-Chlorobenzyl)piperidin-3-yl)-2-methylpyrazolo[1,5-a]pyrimidin-3-yl)pyrimidin-2-amine ClC1=CC=C(CN2CC(CCC2)C2=CC=NC=3N2N=C(C3C3=NC(=NC=C3)N)C)C=C1